tert-butyl 3,3-dimethyl-1-oxo-1,3-dihydroisobenzofuran-5-ylcarbamate CC1(OC(C2=CC=C(C=C12)NC(OC(C)(C)C)=O)=O)C